(R)-N-(4-methyl-3-(((R)-1-(naphthalen-1-yl)ethyl)carbamoyl)phenyl)piperidine-2-carboxamide hydrochloride Cl.CC1=C(C=C(C=C1)NC(=O)[C@@H]1NCCCC1)C(N[C@H](C)C1=CC=CC2=CC=CC=C12)=O